FC(C1=NC=CC(=N1)OC[C@@H]1CC[C@@]2(CCCN12)CO)(F)F ((3S,7aS)-3-(((2-(trifluoromethyl)pyrimidin-4-yl)oxy)methyl)tetrahydro-1H-pyrrolizin-7a(5H)-yl)methanol